C(C)(=O)C=1C=CC2=C(N=C(O2)C2=C3C=C(N=CC3=C(N=C2)NC)NC(=O)C2CC2)C1 N-(5-(5-acetylbenzo[d]oxazol-2-yl)-8-(methylamino)-2,7-naphthyridin-3-yl)cyclopropanecarboxamide